ClC=1C=CC2=C(N(C(NC2=O)=O)C2=C(C=CC=C2)C)N1 7-Chloro-1-(o-tolyl)pyrido[2,3-d]pyrimidine-2,4(1H,3H)-dione